(1S,4r)-4-((2-(((S)-2-fluorobutyl)amino)-5-(5-fluoropyridin-2-yl)pyrimidin-4-yl)amino)cyclohexan-1-ol F[C@H](CNC1=NC=C(C(=N1)NC1CCC(CC1)O)C1=NC=C(C=C1)F)CC